C1(=CC=CC=C1)N/N=C(\C)/C1=CC=CC=C1 (E)-1-phenyl-2-(1-phenylethylidene)hydrazine